FC(OC1=NC(=CC=C1NC(=O)C1(CN(C1)C(CC1(CCOCC1)C(=O)O)=O)C1=C(C=CC=C1)C(C)C)C)F 4-(2-(3-((2-(difluoromethoxy)-6-methylpyridin-3-yl)carbamoyl)-3-(2-isopropylphenyl)azetidin-1-yl)-2-oxoethyl)tetrahydro-2H-pyran-4-carboxylic acid